C(#N)C1=C(C=C(C=C1)N1N=C(C[C@@H]1C1CCCC1)C1=NC(=C(C(=O)O)C=C1)OC)C (R)-6-(1-(4-cyano-3-methylphenyl)-5-cyclopentyl-4,5-dihydro-1H-pyrazol-3-yl)-2-methoxynicotinic acid